O[C@@H](CNCCCC[C@H](N)C(=O)O)[C@H]([C@@H]([C@@H](CO)O)O)O N6-((2s,3r,4r,5r)-2,3,4,5,6-pentahydroxyhexyl)-L-lysine